C(CCOCCOCCCN)N 4,7-dioxa-1,10-decanediamine